tert-butyl (2S,4R)-2-((4H-1,2,4-triazol-4-yl)methyl)-4-(5-(2-cyclopropyl-5-(trifluoromethoxy)phenyl)-1,3,4-oxadiazole-2-carboxamido)pyrrolidine-1-carboxylate N=1N=CN(C1)C[C@H]1N(C[C@@H](C1)NC(=O)C=1OC(=NN1)C1=C(C=CC(=C1)OC(F)(F)F)C1CC1)C(=O)OC(C)(C)C